2-(4-(1-bromoethyl)-2-fluorophenyl)-1-isopropyl-4-(trifluoromethyl)-1H-imidazole BrC(C)C1=CC(=C(C=C1)C=1N(C=C(N1)C(F)(F)F)C(C)C)F